(5-Chloro-2-((5-cyanopyridin-3-yl)methoxy)-4-((2,2'-dimethyl-3'-(prop-2-yn-1-yloxy)-[1,1'-biphenyl]-3-yl)methoxy)benzyl)(sulfo)-L-alanine ClC=1C(=CC(=C(CN([C@@H](C)C(=O)O)S(=O)(=O)O)C1)OCC=1C=NC=C(C1)C#N)OCC=1C(=C(C=CC1)C1=C(C(=CC=C1)OCC#C)C)C